O1C(C1)COC1=CC=C(C=C1)NCC1=CC=C(C=C1)OCC1OC1 N,1-bis(4-(oxiran-2-ylmethoxy)phenyl)methylamine